acetoxymethyl benzoate C(C1=CC=CC=C1)(=O)OCOC(C)=O